tert-butyl 3',7'-dihydroxy-5-methyl-3-oxo-3H-dispiro[isobenzofuran-1,10'-dibenzo[b,e]siline-5',1''-silinane]-6-carboxylate OC=1C=CC2=C(C1)[Si]1(CCCCC1)C1=C(C23OC(C2=CC(=C(C=C23)C(=O)OC(C)(C)C)C)=O)C=CC(=C1)O